methyl 3-(2-((4-(((tert-butoxycarbonyl)amino)methyl)phenyl)carbamoyl)-6,7-dihydrodibenzo[b,d]oxepin-3-yl)-6-(propylcarbamoyl)picolinate C(C)(C)(C)OC(=O)NCC1=CC=C(C=C1)NC(=O)C1=CC2=C(OCCC3=C2C=CC=C3)C=C1C=1C(=NC(=CC1)C(NCCC)=O)C(=O)OC